Phenyltrimethoxysilan C1(=CC=CC=C1)[Si](OC)(OC)OC